C(#N)\C(\C(=O)NC(OCC)=O)=N/NC1=CC(=C(C(=C1)Cl)OC1=CC=C2C(=N1)C(=CN2)C(C)C)Cl ethyl (E)-(2-cyano-2-(2-(3,5-dichloro-4-((3-isopropyl-1H-pyrrolo[3,2-b]pyridin-5-yl)oxy)phenyl)hydrazineylidene)acetyl)carbamate